[Mn](=O)(=O)([O-])[O-].[Na+].[Co+2].[Ni+2] Nickel cobalt sodium manganate